C(C)(C)(C)OC(=O)N1CC2CN(CC2C1)C1=C(C=CC(=C1)C=O)Cl 5-(2-chloro-5-formylphenyl)hexahydropyrrolo[3,4-c]Pyrrole-2(1H)-carboxylic acid tert-butyl ester